[Cl-].OC(COC1=CC=C(C=C1)[I+]C1=CC=CC=C1)CCCCCCCCCCCC (4-((2-hydroxytetradecyl)oxy)phenyl)(phenyl)iodonium chloride